tert-butyl (2R,6S)-4-(3-((tert-butoxycarbonyl)amino)-2-chloro-5-cyanophenyl)-2,6-dimethylpiperazine-1-carboxylate C(C)(C)(C)OC(=O)NC=1C(=C(C=C(C1)C#N)N1C[C@H](N([C@H](C1)C)C(=O)OC(C)(C)C)C)Cl